FC(C1CN(C1)C1=CC(=CC(=N1)N1CC2(C=3C=NC(=CC31)NC(C)=O)CC2)C)F N-(1'-(6-(3-(difluoromethyl)azetidin-1-yl)-4-methylpyridin-2-yl)-1',2'-dihydrospiro[cyclopropane-1,3'-pyrrolo[3,2-c]pyridin]-6'-yl)acetamide